OP(O)OP(O)O.P(O)(O)OP(O)O monodiphosphorous acid diphosphite